heptadecan-9-yl-8-((2-hydroxyethyl)(6-oxo-6-(undecyloxy)hexyl)amino)octanoate CCCCCCCCC(CCCCCCCC)OC(CCCCCCCN(CCCCCC(OCCCCCCCCCCC)=O)CCO)=O